N-neopentylpiperidin-3-amine C(C(C)(C)C)NC1CNCCC1